N,N-diethyl-N'-methylpropanediamine C(C)N(C(CC)NC)CC